N-((6-(2,6-dichloro-3,5-dimethoxyphenyl)-8-oxo-8H-pyrano[3,2-d]pyrimidin-2-yl)methyl)acrylamide ClC1=C(C(=C(C=C1OC)OC)Cl)C1=CC(C=2N=C(N=CC2O1)CNC(C=C)=O)=O